5-amino-3-(2,3-dihydro-1H-inden-2-yl)-1,2,3-oxadiazol-3-ium chloride [Cl-].NC1=C[N+](=NO1)C1CC2=CC=CC=C2C1